N[C@@H]1C2=CC=CC=C2CC12CCN(CC2)C=2NC(C1=C(N2)NN=C1C(=C)C1=CC(=NC=C1)NC)=O (S)-6-(1-amino-1,3-dihydro-spiro[inden-2,4'-piperidin]-1'-yl)-3-(1-(2-(methylamino)pyridin-4-yl)vinyl)-1H-pyrazolo[3,4-d]pyrimidin-4(5H)-one